2-(2-fluoro-4-(3-hydroxypyrrolidin-3-yl)phenyl)-N-(3-(4-fluoropiperidin-1-yl)propyl)benzo[d]imidazo[2,1-b]thiazole-7-carboxamide FC1=C(C=CC(=C1)C1(CNCC1)O)C=1N=C2SC3=C(N2C1)C=CC(=C3)C(=O)NCCCN3CCC(CC3)F